3,6-diamino-N2,N5-bis(14-oxo-2,5,8,11-tetraoxa-15-azaheptadecan-17-yl)pyrazine-2,5-dicarboxamide NC=1C(=NC(=C(N1)C(=O)NCCNC(CCOCCOCCOCCOC)=O)N)C(=O)NCCNC(CCOCCOCCOCCOC)=O